C1OCC12CN(C2)CCOCCNC(C2=C(C=C(C=C2)NC=2C=1N(C=CN2)C(=CN1)C1=CC=C(C=C1)OC)C)=O N-(2-(2-(2-oxa-6-azaspiro[3.3]heptan-6-yl)ethoxy)ethyl)-4-((3-(4-methoxyphenyl)imidazo[1,2-a]pyrazin-8-yl)amino)-2-methylbenzamide